FC1=C(OCC2=NC=C(C(=N2)O[C@@H]2C[C@@H](N(CC2)CC2=NC3=C(N2C[C@H]2OCC2)C=C(C=C3)C(=O)O)C)F)C=CC(=C1)F 2-{[(2S,4S)-4-({2-[(2,4-difluorophenoxy)methyl]-5-fluoropyrimidin-4-yl}oxy)-2-methylpiperidin-1-yl]methyl}-1-{[(2S)-oxetan-2-yl]methyl}-1H-1,3-benzodiazole-6-carboxylic acid